C(C)(C)N1N(C(C=2C1=NC=CC2)=O)CCC 1-isopropyl-2-propyl-1,2-dihydro-3H-pyrazolo[3,4-b]pyridin-3-one